methoxyvinylglycin COC=CNCC(=O)O